N-ethyl-2-hydroxy-N-(2-hydroxyethyl)-N-methyl-ethanaminium C(C)[N+](CCO)(C)CCO